CC1=C(C=CC=C1)C1=CC=C(C=C1)C(CC(=O)O)C#CC 3-(2'-methyl-[1,1'-biphenyl]-4-yl)hex-4-ynoic acid